ClC=1C=C(C#N)C=C(C1)OC1=C(N=CN(C1=O)CC=1C(NC(=CC1)C=1C=NNC1)=O)C(F)(F)F 3-chloro-5-((6-oxo-1-((2-oxo-6-(1H-pyrazol-4-yl)-1,2-dihydropyridin-3-yl)methyl)-4-(trifluoromethyl)-1,6-dihydropyrimidin-5-yl)oxy)benzonitrile